tert-Butyl ((S)-1-(((S)-1-cyclohexyl-2-oxo-2-((S)-2-(4-(3-((5-oxopentyl)oxy)benzoyl)thiazol-2-yl)pyrrolidin-1-yl)ethyl)amino)-1-oxopropan-2-yl)(methyl)carbamate C1(CCCCC1)[C@@H](C(N1[C@@H](CCC1)C=1SC=C(N1)C(C1=CC(=CC=C1)OCCCCC=O)=O)=O)NC([C@H](C)N(C(OC(C)(C)C)=O)C)=O